6-((1H-pyrazol-3-yl)thio)-2-((6-methoxypyridin-3-yl)methyl)phthalazin-1(2H)-one N1N=C(C=C1)SC=1C=C2C=NN(C(C2=CC1)=O)CC=1C=NC(=CC1)OC